ClC=1C(NN=CC1CCCN1CC2(C1)CC(C2)N(C)C2=CC=C1C=NN(C1=C2C)C)=O 4-chloro-5-(3-(6-((1,7-dimethyl-1H-indazol-6-yl)(methyl)amino)-2-azaspiro[3.3]heptan-2-yl)propyl)pyridazin-3(2H)-one